C(C)N(C=1SC2=C(N1)C=CC(=C2)C2=NC(=NC=C2F)NC2=NC=C(C=C2)CN2CCN(CC2)S(=O)(=O)C)CC N,N-diethyl-6-(5-fluoro-2-((5-((4-(methanesulfonyl)piperazine-1-yl)methyl)pyridine-2-yl)amino)pyrimidine-4-yl)benzothiazole-2-amine